N(=[N+]=[N-])C(CO)C(C=CCCCCCCCCCCCCCCC)O 2-azido-4-icosene-1,3-diol